5-fluoro-2-methoxy-6-(4-(1-methylazetidin-3-yl)piperazin-1-yl)-1H-benzo[d]imidazole FC1=CC2=C(NC(=N2)OC)C=C1N1CCN(CC1)C1CN(C1)C